NC1=CC=C(OC2=CC(=NC=C2)C(=O)NC)C=C1 4-(4-aminophenoxy)-N-methylpicolinamide